CC1=C(C=NN1CC12CC3(CC(CC(C1)(C3)C)(C2)C)OCCO[Si](C2=CC=CC=C2)(C2=CC=CC=C2)C(C)(C)C)C=2C(=NC=CC2)C(=O)[O-] 3-[5-methyl-1-[[3-[2-[tert-butyl(diphenyl)silyl]oxyethoxy]-5,7-dimethyl-1-adamantyl]methyl]pyrazol-4-yl]pyridine-2-carboxylate